C(CCCC)C(CO)CO 2-amyl-1,3-propylene glycol